5-fluoropyridine FC=1C=CC=NC1